(E)-(3-((4-methoxyphenyl)diazenyl)-1-methyl-1H-indol-2-yl)(phenyl)methanone COC1=CC=C(C=C1)/N=N/C1=C(N(C2=CC=CC=C12)C)C(=O)C1=CC=CC=C1